5-chloro-3-hydroxy-8-((1-(oxetan-3-yl)-1H-indol-6-yl)sulfonyl)quinazoline-2,4(1H,3H)-dione ClC1=C2C(N(C(NC2=C(C=C1)S(=O)(=O)C1=CC=C2C=CN(C2=C1)C1COC1)=O)O)=O